C(C(C)C)C(=NO)C Methyl Isobutyl Ketoxime